C(C1=CC=CC=C1)OC1=CC=C2C=CN(C2=C1)C1OC(OC1)=O 4-(6-(benzyloxy)-1H-indol-1-yl)-1,3-dioxolan-2-one